4-[[3-fluoro-2-methoxy-propyl]-[4-(5,6,7,8-tetrahydro-1,8-naphthyridin-2-yl)butyl]amino]-2-[[2-(2-fluorophenyl)acetyl]amino]butanoic acid FCC(CN(CCC(C(=O)O)NC(CC1=C(C=CC=C1)F)=O)CCCCC1=NC=2NCCCC2C=C1)OC